1-hexa-2,4-dienoic acid C(C=CC=CC)(=O)O